(S)-N'-((4-chlorophenyl)sulfonyl)-3-(4-fluorophenyl)-4-phenyl-N-(2-(piperazin-1-ylsulfonyl)ethyl)-4,5-dihydro-1H-pyrazole-1-carboximidamide ClC1=CC=C(C=C1)S(=O)(=O)N=C(NCCS(=O)(=O)N1CCNCC1)N1N=C([C@H](C1)C1=CC=CC=C1)C1=CC=C(C=C1)F